FC=1C=C(CC=2C=C3C(=NNC3=CC2)NC(C2=C(C=C(C=C2)N2CCN(CC2)C2CN(CCC2)C=2C=C3C(N(C(C3=CC2)=O)C2C(NC(CC2)=O)=O)=O)NC2CCOCC2)=O)C=C(C1)F N-(5-(3,5-difluorobenzyl)-1H-indazol-3-yl)-4-(4-(1-(2-(2,6-dioxopiperidin-3-yl)-1,3-dioxoisoindolin-5-yl)piperidin-3-yl)piperazin-1-yl)-2-((tetrahydro-2H-pyran-4-yl)amino)benzamide